(1S,2S,3R,5S)-3-[7-[[(1R,2S)-2-(3,4-difluorophenyl)cyclopropyl]amino]-5-(propylthio)-3H-1,2,3-triazolo[4,5-d]pyrimidin-3-yl]-5-(2-hydroxyethoxy)-1,2-cyclopentanediol FC=1C=C(C=CC1F)[C@H]1[C@@H](C1)NC=1C2=C(N=C(N1)SCCC)N(N=N2)[C@H]2[C@@H]([C@@H]([C@H](C2)OCCO)O)O